N-[6-(difluoromethoxy)-7-methoxy-1H,2H,3H-cyclopenta[b]quinolin-9-yl]-1-ethylpiperidin-4-amine FC(OC=1C(=CC=2C(=C3C(=NC2C1)CCC3)NC3CCN(CC3)CC)OC)F